N1-(3,3-difluorocyclobutyl)-N2-((S)-4-methyl-1-oxo-1-(((S)-3-oxo-1-((S)-2-oxopyrrolidin-3-yl)-4-(trifluoromethoxy)butan-2-yl)amino)pentan-2-yl)oxalamide FC1(CC(C1)NC(C(=O)N[C@H](C(N[C@@H](C[C@H]1C(NCC1)=O)C(COC(F)(F)F)=O)=O)CC(C)C)=O)F